C1(CC1)N1[C@H](CN(CC1)C1CCN(CC1)C1=C(C=C(C(=C1)OC)NC1=NC=NC(=C1)N1OCC[C@@H]1C1=C(C(=CC=C1)F)F)NC(C=C)=O)C N-(2-(4-((S)-4-cyclopropyl-3-methylpiperazine-1-yl)piperidine-1-yl)-5-((6-((R)-3-(2,3-difluorophenyl)-isoxazolidine-2-yl)pyrimidine-4-yl)amino)-4-methoxyphenyl)acrylamide